16-Hydroxy-heptacosanoic acid OC(CCCCCCCCCCCCCCC(=O)O)CCCCCCCCCCC